7-((3as,4r,6r,6ar)-6-(((tert-butyldimethylsilyl)oxy)methyl)-2,2-dimethyltetrahydro-4H-cyclopenta[d][1,3]dioxol-4-yl)-5-iodo-N-(4-methoxybenzyl)-7H-pyrrolo[2,3-d]pyrimidin-4-amine [Si](C)(C)(C(C)(C)C)OC[C@H]1C[C@H]([C@H]2[C@@H]1OC(O2)(C)C)N2C=C(C1=C2N=CN=C1NCC1=CC=C(C=C1)OC)I